tert-butyl 8-cyano-6-(4-nitrophenyl)-3,4-dihydropyrrolo[1,2-a]pyrazine-2(1H)-carboxylate C(#N)C=1C=C(N2C1CN(CC2)C(=O)OC(C)(C)C)C2=CC=C(C=C2)[N+](=O)[O-]